OC=1C(=C(C(=C2C(C(=C(OC12)C1=CC(=CC=C1)OC)OC)=O)OC)OC)OC hydroxy-3,5,6,7,3'-pentamethoxyflavone